O(C(C)C)C1=CC=CC=2N1C=C(N2)CN2C(C1=CC=CC=C1C2=O)=O 2-((5-Isopropoxylimidazo[1,2-a]pyridin-2-yl)methyl)isoindoline-1,3-dione